C(C)(C)C1=CC=C(C=C1)C=1N=C2N(C=CC=C2)C1CC1=C(C=CC=C1OC)C(=O)N1CC2CNCC2C1 [2-(4-Isopropylphenyl)imidazo[1,2-a]pyridin-3-yl]methyl[hexahydropyrrolo[3,4-c]pyrrol-2(1H)-yl](3-methoxyphenyl)methanone